1-(4-isopropylphenyl)-2-hydroxy-2-methylpropane-1-on C(C)(C)C1=CC=C(C=C1)C(C(C)(C)O)=O